NC=1C2=C(N=CN1)N(C(=C2C2=CC=C(C=C2)CN2S(CCC2)(=O)=O)C2CN(CC2)C(C=C)=O)C 1-(3-(4-amino-5-(4-((1,1-dioxidoisothiazolidin-2-yl)methyl)phenyl)-7-methyl-7H-pyrrolo[2,3-d]pyrimidin-6-yl)pyrrolidin-1-yl)prop-2-en-1-one